1,3-bis(2,4-diaminophenoxy)-propane NC1=C(OCCCOC2=C(C=C(C=C2)N)N)C=CC(=C1)N